2-((3-fluoropyridin-2-yl)(morpholino)methyl)-4-(trifluoromethyl)phenol FC=1C(=NC=CC1)C(C1=C(C=CC(=C1)C(F)(F)F)O)N1CCOCC1